3-((5-(5-(difluoromethyl)-1,3,4-oxadiazol-2-yl)pyridin-2-yl)methyl)-6-(pyridin-3-yl)benzo[d]oxazol-2(3H)-one FC(C1=NN=C(O1)C=1C=CC(=NC1)CN1C(OC2=C1C=CC(=C2)C=2C=NC=CC2)=O)F